tert-butyl N-ethyl-N-(1-{7-[({8-fluoro-2-methylimidazo[1,2-a]pyridin-6-yl}amino)methyl]-2-methylindazol-4-yl}piperidin-4-yl)carbamate C(C)N(C(OC(C)(C)C)=O)C1CCN(CC1)C=1C2=CN(N=C2C(=CC1)CNC=1C=C(C=2N(C1)C=C(N2)C)F)C